1,4-heptadiene C=CCC=CCC